5-bromo-4-chloro-6-(4-fluorophenyl)thieno[2,3-d]pyrimidine BrC1=C(SC=2N=CN=C(C21)Cl)C2=CC=C(C=C2)F